OC=1C=C(C=CC1O)C(COC(C=CC1(SC(=CN1)C1CCN(CC1)CCC)C1=NNC(=C1CC(F)(F)F)C=1C=C(C=2N(C1)N=CN2)C)=O)CCCCC 2-(5-(8-methyl-[1,2,4]triazolo[1,5-a]pyridin-6-yl)-4-(2,2,2-trifluoroethyl)-1H-pyrazol-3-yl)-5-(1-propylpiperidin-4-yl)thiazoleacrylic acid-2-(3,4-dihydroxyphenyl)heptyl ester